ClC=1C(=NC=CC1)CN1N=C(C=C1C1=CC(=CC=C1)OC)COC(C(=O)O)(C)C 2-([1-[(3-Chloropyridin-2-yl)methyl]-5-(3-methoxyphenyl)-1H-pyrazol-3-yl]methoxy)-2-methylpropanoic acid